FC1=CC=C(C=C1)CCCC1CCCC12N(CCCC2)C(=O)N (3-(4-fluorophenyl)propyl)-6-azaspiro[4.5]decane-6-carboxamide